C(C)(C)(C)C=1C=NN(C1)[C@H]1C[C@H](CC1)C1=CC(=NN1)NC=1C=CC2=C(CNS2(=O)=O)C1F cis-5-((5-(3-(4-(tert-butyl)-1H-pyrazol-1-yl)cyclopentyl)-1H-pyrazol-3-yl)amino)-4-fluoro-2,3-dihydrobenzo[d]isothiazole 1,1-dioxide